methacrylate (octadecyl methacrylate) C(CCCCCCCCCCCCCCCCC)C=C(C(=O)O)C.C(C(=C)C)(=O)O